3,4-difluoro-chlorobenzoic acid FC=1C(=C(C(=O)O)C=CC1F)Cl